C(C)OC(=O)N1CN=CC=C1 Pyrimidine-3-carboxylic acid (R)-ethyl ester